C(C1=CC=CC=C1)NC(N(C1CCC(CC1)NC1=NC2=CC=CC=C2C=N1)C=1C=C(C=CC1)N1CCN(CC1)CCCCCNC(COC1=C2C(N(C(C2=CC=C1)=O)C1C(NC(CC1)=O)=O)=O)=O)=O N-(5-(4-(3-(3-benzyl-1-((1r,4r)-4-(quinazolin-2-ylamino)cyclohexyl)ureido)phenyl)piperazin-1-yl)pentyl)-2-((2-(2,6-dioxopiperidin-3-yl)-1,3-dioxoisoindol-4-yl)oxy)acetamide